N,N-dimethylamino-4-(5-oxo-3-phenyl-4-(2-phenylhydrazino)-4,5-dihydro-1H-pyrazol-1-yl)benzamide CNN(C(C1=CC=C(C=C1)N1N=C(C(C1=O)NNC1=CC=CC=C1)C1=CC=CC=C1)=O)NC